NC(CO)C(\C=C\CCCCCCCCC1(N=N1)CCCC#C)O (E)-2-amino-13-(3-(pent-4-yn-1-yl)-3H-diazirin-3-yl)tridec-4-ene-1,3-diol